3-bromo-7-chloro-6-((3-methoxy-3-oxopropyl)thio)-1H-indole BrC1=CNC2=C(C(=CC=C12)SCCC(=O)OC)Cl